(R)-3-((4-(2-((1-(5-chloro-6-oxo-1,6-dihydropyridazin-4-yl)pyrrolidin-3-yl)oxy)pyridin-4-yl)-3,5-dimethyl-1H-pyrazol-1-yl)methyl)cyclobutane-1-carbonitrile ClC1=C(C=NNC1=O)N1C[C@@H](CC1)OC1=NC=CC(=C1)C=1C(=NN(C1C)CC1CC(C1)C#N)C